triazolopyrimidine acrylate C(C=C)(=O)O.N1N=NC2=C1C=NC=N2